NC=1C=NC(=NC1)C1CCN(CC1)C=1N=C(C2=C(N1)CC[S@]2=O)NC2(CCC2)CO[Si](C)(C)C(C)(C)C (5R)-2-[4-(5-aminopyrimidin-2-yl)-1-piperidyl]-N-[1-[[tert-butyl(dimethyl)silyl]oxymethyl]cyclobutyl]-5-oxo-6,7-dihydrothieno[3,2-d]pyrimidin-4-amine